O1P(OCC2=C1C=CC=C2)N benzo[d][1,3,2]dioxaphosphinin-2-amine